6-amino-9-(4-(((4-(aminomethyl)benzyl)amino)methyl)-2-methoxybenzyl)-2-ethoxy-9H-purin-8-ol NC1=C2N=C(N(C2=NC(=N1)OCC)CC1=C(C=C(C=C1)CNCC1=CC=C(C=C1)CN)OC)O